(S)-2-amino-5-(2-chloro-4-(2-hydroxy-2-(o-tolyl)acetamido)phenyl)-N-isopropylnicotinamide NC1=C(C(=O)NC(C)C)C=C(C=N1)C1=C(C=C(C=C1)NC([C@H](C1=C(C=CC=C1)C)O)=O)Cl